BrCC\C=C\CCCCC(OCC)OCC (3E)-1-bromo-9,9-diethoxy-3-nonene